C(C)NC1=C2C(=NC=C1[N+](=O)[O-])C=CS2 N-ethyl-6-nitrothieno[3,2-b]pyridin-7-amine